ClC1=CC(=C(C=C1)C(NC(=O)C=1C=C2CN(C(C2=CC1)=O)C1C(NC(CC1)=O)=O)C1CCC1)F N-((4-chloro-2-fluorophenyl)(cyclobutyl)meth-yl)-2-(2,6-dioxopiperidin-3-yl)-1-oxoisoindoline-5-carboxamide